molybdenum-copper-aluminum [Al].[Cu].[Mo]